IC1=C(C2=C(S1)C(=CC=C2)[N+](=O)[O-])CC#N dl-2-(2-iodo-7-nitrobenzo[b]thiophen-3-yl)acetonitrile